C(C)(C)(C)OC(=O)N[C@@H]1[C@@H](CCC1)C(=O)O (1R,2S)-2-((tert-Butoxycarbonyl)amino)cyclopentane-1-carboxylic acid